(S)-4-benzyl-3-(3-ethylpentanoyl)oxazolidin-2-one C(C1=CC=CC=C1)[C@@H]1N(C(OC1)=O)C(CC(CC)CC)=O